N-(5-(6-ethoxypyrazin-2-yl)pyridin-2-yl)-2-fluoro-2-(2-(N-(4-methoxybenzyl)cyclopropanesulfonamido)pyrimidin-4-yl)butanamide C(C)OC1=CN=CC(=N1)C=1C=CC(=NC1)NC(C(CC)(C1=NC(=NC=C1)N(S(=O)(=O)C1CC1)CC1=CC=C(C=C1)OC)F)=O